N2,N4-bis(thiophen-3-yl)-7,8-dihydro-5H-pyrano[4,3-d]pyrimidine-2,4-diamine S1C=C(C=C1)NC=1N=C(C2=C(N1)CCOC2)NC2=CSC=C2